C1(CC1)C(=O)NC1=CC(=C(N=N1)C(=O)NC([2H])([2H])[2H])NC1=C(C(=CC(=C1)F)C1=NC=C(C=C1)C(N(C)C)=O)OC 6-(cyclopropanecarboxamido)-4-((3-(5-(dimethylcarbamoyl)pyridin-2-yl)-5-fluoro-2-methoxyphenyl)amino)-N-(methyl-d3)pyridazine-3-carboxamide